C(C=C(C(=O)OC)CC(=O)OC)(=O)OC trimethyl aconitate